4-(5-((3,4-difluorobenzyl)carbamoyl)thiophen-2-yl)-2-(4-fluorophenethyl)-6-isobutyl-N-(prop-2-yn-1-yl)pyridine-3,5-dicarboxamide FC=1C=C(CNC(=O)C2=CC=C(S2)C2=C(C(=NC(=C2C(=O)N)CC(C)C)CCC2=CC=C(C=C2)F)C(=O)NCC#C)C=CC1F